CC1=CC(=NN1)C1(NC(=NC2=CC=CC=C12)NC1=CC(=C(C(=C1)F)F)F)N 4-(5-methyl-1H-pyrazol-3-yl)-N2-(3,4,5-trifluorophenyl)quinazoline-2,4-diamine